methyl-5-fluoro-6-(trifluoromethyl)picolinic acid CC=1C(=NC(=C(C1)F)C(F)(F)F)C(=O)O